O[C@@H](CN(C(C)=O)C)C1=CC=C(C=C1)OCCCCSC1=NN=NN1C1=CC=CC=C1 (R)-N-(2-Hydroxy-2-(4-(4-((1-phenyl-1H-tetrazol-5-yl)thio)butoxy)phenyl)ethyl)-N-methylacetamide